FC(CN([C@H]1[C@@H](CCC1)OC=1C=C2CN(C(C2=CC1)=O)C1C(NC(CC1)=O)=O)CC)F 3-(5-(((1R,2R)-2-((2,2-difluoroethyl)(ethyl)amino)cyclopentyl)oxy)-1-oxoisoindolin-2-yl)piperidine-2,6-dione